5-chloro-2-((2R,4r,6S)-1,2,6-Trimethylpiperidin-4-yl)benzo[d]thiazole ClC=1C=CC2=C(N=C(S2)C2C[C@H](N([C@H](C2)C)C)C)C1